CC(CN1C(N(CN(C1=C)CC(C)=O)CC(=C)C)=O)=C 1,3-bis(2-methylallyl)-6-methylene-5-(2-oxopropyl)-1,3,5-triazinone